2-(4-(2-(3,4-dimethoxyphenyl)-3-ethyl-1H-indol-5-yl)piperazin-1-yl)-N-methylethan-1-amine COC=1C=C(C=CC1OC)C=1NC2=CC=C(C=C2C1CC)N1CCN(CC1)CCNC